B(OCC(F)(F)F)(OCC(F)(F)F)OCC(F)(F)F tri(trifluoroethyl) borate